C(#N)C=1C=CC=2C3=C(NC2C1)C(=C(C=N3)C(=O)NCCC(F)(F)F)NC(C)C 7-cyano-4-(isopropylamino)-N-(3,3,3-trifluoropropyl)-5H-pyrido[3,2-b]indole-3-carboxamide